(S)-tert-butyl piperidin-3-ylcarbamate N1C[C@H](CCC1)NC(OC(C)(C)C)=O